tert-butyl (S)-2-(1-amino-5-carbamoyl-4-(4-(pyridin-2-ylcarbamoyl)phenyl)-1H-imidazol-2-yl)pyrrolidine-1-carboxylate NN1C(=NC(=C1C(N)=O)C1=CC=C(C=C1)C(NC1=NC=CC=C1)=O)[C@H]1N(CCC1)C(=O)OC(C)(C)C